COC(=O)C1=CNC2=NC=CC(=C21)C2=CC=C(C=C2)C(CN)(O)C2=CC=C(C=C2)Cl.N(=[N+]=[N-])CC(=O)NCCCCCNC(C=C)=O N-(5-azidoacetamidylpentyl)acrylamide Methyl-4-(4-(2-amino-1-(4-chlorophenyl)-1-hydroxyethyl)phenyl)-1H-pyrrolo[2,3-b]pyridine-3-carboxylate